4-(1-(2-hydroxyethyl)-1H-pyrazole-4-carbonyl)-3-isopropyl-1,3,4,5-tetrahydro-2H-benzo[1,4]diazepin-2-one OCCN1N=CC(=C1)C(=O)N1C(C(NC2=C(C1)C=CC=C2)=O)C(C)C